F[S+](C(C(C(C(F)(F)F)(F)F)(F)F)(F)F)F perfluorobutyl-sulfonium